C(\C=C\C(=O)OCCN1C(CCC1=O)=O)(=O)OCCN1C(CCC1=O)=O bis(2-(2,5-dioxopyrrolidin-1-yl) ethyl) fumarate